C(C)SC=1OC2=C(C=C(C=C2C(C1)=O)F)C(C)NC1=C(C(=O)OC(C)(C)C)C=CC=C1 tert-Butyl 2-[1-(2-ethylsulfanyl-6-fluoro-4-oxo-chromen-8-yl)ethylamino]benzoate